BrCC1=CC=C(C=C1)C1=CC=CC=C1 4-bromomethyl-1,1'-biphenyl